1-benzyl-3,4-diphenyl-pyrrolidine C(C1=CC=CC=C1)N1CC(C(C1)C1=CC=CC=C1)C1=CC=CC=C1